ClC(=O)OCC(C)(COC(=O)Cl)C neopentyl glycol bis(chloroformate)